1-naphthyl-boric acid C1(=CC=CC2=CC=CC=C12)OB(O)O